(1R,2R)-N-(7-chloro-6-(1-((4S,3S)-4-hydroxy-3-methyltetrahydrofuran-3-yl)piperidin-4-yl)isoquinolin-3-yl)-2-(2-hydroxypropan-2-yl)cyclopropane-1-carboxamide ClC1=C(C=C2C=C(N=CC2=C1)NC(=O)[C@H]1[C@@H](C1)C(C)(C)O)C1CCN(CC1)[C@]1(COC[C@H]1O)C